C(C)(C)(C)OC(N[C@H]1C[C@@H](CCCC1)O)=O (1R,3R)-3-hydroxycycloheptyl-carbamic acid tert-butyl ester